NC1=CC=C2C(=N1)C([C@H](OC2=O)C)(C)C |r| (rac)-2-Amino-7,8,8-trimethyl-7,8-dihydro-5H-pyrano[4,3-b]pyridin-5-one